3-((S)-2-(5-(3-(dimethylamino)propyl)-2-oxo-4-(trifluoromethyl)pyridin-1(2H)-yl)-4-methylpentanamido)propanoic acid CN(CCCC=1C(=CC(N(C1)[C@H](C(=O)NCCC(=O)O)CC(C)C)=O)C(F)(F)F)C